ClC1=CC(=C(C=N1)C1=NC=C(C=C1OC)OC1CCN(CC1)CC(F)(F)F)N[C@H](CCO)C (S)-3-((6'-chloro-3-methoxy-5-((1-(2,2,2-trifluoroethyl)piperidin-4-yl)oxy)-[2,3'-bipyridin]-4'-yl)amino)butan-1-ol